C(C)(C)(C)NC=C1C(OC2=CC=CC=C2C1=O)C1=C(NC2=CC=CC=C12)C1=CC=C(C=C1)Cl 3-((tert-butylamino)methylene)-2-(2-(4-chlorophenyl)-1H-indol-3-yl)chroman-4-one